F.C(CCCCCCC)[N+](CCCCCCCC)(CCCCCCCC)CCCCCCCC tetraoctyl-ammonium hydrogen fluoride